CN1C=CC2=CC=C(C=C12)N 1-methyl-indol-6-amine